CN1N=C2C(=C1)C1=C(OCC2)C(=CC=C1)NC1=NC(=NC=C1C(=O)O)NC1=NC=CC=C1 4-[(2-methyl-4,5-dihydro-2H-[1]benzoxepino[4,5-c]pyrazol-7-yl)amino]-2-(pyridine-2-ylamino)pyrimidine-5-carboxylic acid